FC(C)(F)C1=NC(=CC(=N1)N1CC2(C=3C=NC(=CC31)NC(C)=O)CC2)C2CC(C2)OC N-(1'-(2-(1,1-difluoroethyl)-6-(3-methoxycyclobutyl)pyrimidin-4-yl)-1',2'-dihydrospiro[cyclopropane-1,3'-pyrrolo[3,2-c]pyridin]-6'-yl)acetamide